NC=1N=C(C2=C(C(=CC=C2C1)F)CC)C1=C(C=C2C(=NC(=NC2=C1F)OCC1(C(C1)(F)F)CN(C)C)N1CCOCC(C1)(O)C)F 4-(7-(3-amino-8-ethyl-7-fluoroisoquinolin-1-yl)-2-((1-((dimethylamino)methyl)-2,2-difluorocyclopropyl)methoxy)-6,8-difluoroquinazolin-4-yl)-6-methyl-1,4-oxaazepan-6-ol